9-(piperidin-4-yl)nonan-1-amine N1CCC(CC1)CCCCCCCCCN